C(C)(C)(C)OC(N[C@H]1C2N(CC1CC2)C(=O)C2=CC1=C(C(=C(O1)C=1N(C3=CC(=CC=C3C1)C=1C=C3C(NCC3=CC1)=O)CC1CC1)C)C=C2)=O tert-Butyl-((7R)-2-(2-(1-(cyclopropylmethyl)-6-(3-oxoisoindolin-5-yl)-1H-indol-2-yl)-3-methylbenzofuran-6-carbonyl)-2-azabicyclo[2.2.1]heptan-7-yl)carbamate